(6-(2-ethoxy vinyl)-4-phenylquinolin-2-yl)-N-methylglycinate C(C)OC=CC=1C=C2C(=CC(=NC2=CC1)OC(CNC)=O)C1=CC=CC=C1